1-(2-(4-(benzyloxy)phenyl)-2H-1,2,3-triazol-4-yl)-2-diazoethan-1-one C(C1=CC=CC=C1)OC1=CC=C(C=C1)N1N=CC(=N1)C(C=[N+]=[N-])=O